2-(benzylthio)-3-methoxy-5-nitropyridine C(C1=CC=CC=C1)SC1=NC=C(C=C1OC)[N+](=O)[O-]